C1(=CC=C(C=C1)C1=NSC(=N1)C1=CC=C(C=C1)C)C 3,5-bis(4-tolyl)-1,2,4-thiadiazole